ClC1=CC=C(CNC(=O)NC2CC3(C2)CC(C3)CC3=NC=CN=C3)C=C1 1-(4-chlorobenzyl)-3-(6-(pyrazin-2-ylmethyl)spiro[3.3]heptan-2-yl)urea